C(C1=CC=CC=C1)OC([C@H](C(C)C)N1C([C@]2(CCN(C2)C(=O)OC(C)(C)C)CC1)=O)=O tert-butyl (S)-7-((S)-1-(benzyloxy)-3-methyl-1-oxobutan-2-yl)-6-oxo-2,7-diazaspiro[4.4]nonane-2-carboxylate